BrC1=CC=C2C(OC(C2=C1)=O)CCC=C 6-bromo-3-(but-3-en-1-yl)isobenzofuran-1(3H)-one